2-fluoro-5-methoxy-N-methyl-4-{[3-(4-{[(1R,4R)-4-{7-oxa-2-azaspiro[3.5]nonan-2-yl}cyclohexyl]amino}-1-(2,2,2-trifluoroethyl)-1H-indol-2-yl)prop-2-yn-1-yl]amino}benzamide FC1=C(C(=O)NC)C=C(C(=C1)NCC#CC=1N(C2=CC=CC(=C2C1)NC1CCC(CC1)N1CC2(C1)CCOCC2)CC(F)(F)F)OC